CC1(C=CC=C1)[Ti](N(C)CC)(N(C)CC)N(CC)C (methylcyclopentadienyl)tris(methylethylamino)titanium